C1CCC2=C(C=3CCCC3C=C12)NC(=O)N[S@](=O)(=N)C=1C=NN2C1OCC[C@@H](C2)NC (R,7S)-N-((1,2,3,5,6,7-hexahydro-s-indacen-4-yl)carbamoyl)-7-(methylamino)-5,6,7,8-tetrahydropyrazolo[5,1-b][1,3]oxazepine-3-sulfonimidamide